3-(3-amino-4-hydroxyphenyl)-3-(4-hydroxyphenyl)-7-(trifluoromethyl)indol-2-one methyl-(Z)-3-methoxy-2-[2-methyl-5-[3-[(E)-1-methylprop-1-enyl]pyrazol-1-yl]phenoxy]prop-2-enoate COC(/C(=C/OC)/OC1=C(C=CC(=C1)N1N=C(C=C1)\C(=C\C)\C)C)=O.NC=1C=C(C=CC1O)C1(C(NC2=C(C=CC=C12)C(F)(F)F)=O)C1=CC=C(C=C1)O